resorcinolAt C1(O)=C(C(O)=CC=C1)C(=O)[O-]